C(CCCCCCCCCCCCCCC)(=O)OCC(O)CO glycerol monopalmitoate